O=C([C@H](C[C@H]1C(NCC1)=O)NC(OC(C)(C)C)=O)COC1=C(C(=CC(=C1F)F)F)F tert-Butyl ((S)-3-oxo-1-((S)-2-oxopyrrolidin-3-yl)-4-(2,3,5,6-tetrafluorophenoxy) butan-2-yl)carbamate